6-(2-Amino-5-(2-methylpyridin-4-yl)-1H-imidazol-4-yl)-7-fluoro-2H-benzo[b][1,4]oxazin-3(4H)-one NC=1NC(=C(N1)C1=CC2=C(OCC(N2)=O)C=C1F)C1=CC(=NC=C1)C